CC(C)(C)N(C(O)=O)[C@H]1CN(CCC1)C(=O)C1=CC(=C(C=C1)NC)N.C(#N)CNC(=O)C=1C(N(C2=CC=CC=C2C1O)OCC1CC1)=O N-(cyanomethyl)-1-(cyclopropylmethoxy)-4-hydroxy-2-oxo-1,2-dihydroquinoline-3-carboxamide 1,1-dimethylethyl-((3R)-1-{[3-amino-4-(methylamino)phenyl]carbonyl}-3-piperidinyl)carbamate